C(C)[NH+](CC)CC.C1(=CC=C(C=C1)C[N+]1=CN(C2=NC(=NC(=C12)[O-])N)COCCOP(=O)(O)O)C1=CC=CC=C1 7-([1,1'-biphenyl]-4-ylmethyl)-2-amino-9-((2-(phosphonooxy)ethoxy)methyl)-9H-purin-7-ium-6-olate triethyl-Ammonium Salt